(S)-1-(2-((S)-2-cyanopyrrolidin-1-yl)-2-oxoethyl)-N-(quinolin-3-yl)pyrrolidine-3-carboxamide C(#N)[C@H]1N(CCC1)C(CN1C[C@H](CC1)C(=O)NC=1C=NC2=CC=CC=C2C1)=O